(R)-(6-methoxy-1-methyl-1H-indol-2-yl)(2-methylpiperazin-1-yl)methanone hydrochloride Cl.COC1=CC=C2C=C(N(C2=C1)C)C(=O)N1[C@@H](CNCC1)C